ClC=1C=C2C(N3C(=NC2=CC1)[C@@H]1CCCN([C@@H]1CC3)C)=O |r| (±)-(4aR,13bR)-10-chloro-4-methyl-1,2,3,4,4a,5,6,13b-octahydro-8H-[1,6]naphthyridino[5,6-b]quinazolin-8-one